tert-butyl{1-[trans-4-(pyridin-2-yloxy)cyclohexyl]-8-(trifluoromethyl)-5,6-dihydro-4H-[1,2,4]triazolo[4,3-a][1]benzazepin-5-yl}carbamate C(C)(C)(C)OC(NC1CC=2N(C3=C(C1)C=C(C=C3)C(F)(F)F)C(=NN2)[C@@H]2CC[C@H](CC2)OC2=NC=CC=C2)=O